C(C)(C)(C)N(CC(=O)O)C(=O)C1=NC(=NC(=C1C1=C(C(=CC=C1)Cl)Cl)C)N1CCC(CC1)(C)NC(=O)OC(C)(C)C Tert-butyl-(2-(4-((tert-butoxycarbonyl)amino)-4-methylpiperidin-1-yl)-5-(2,3-dichlorophenyl)-6-methylpyrimidine-4-carbonyl)glycine